C(#N)C1=CC=CC=2N=CNC21 4-cyanobenzimidazol